6-(Cyclohexylmethoxy)-5-nitrosopyrimidine-2,4-diamine C1(CCCCC1)COC1=C(C(=NC(=N1)N)N)N=O